NC1=C2NCCN(C2=CC=C1)C1=CC2=C(N=C(N=C2)NC2=CC=C(C=C2)N2CCN(CC2)C)N(C1=O)C 6-(5-amino-3,4-dihydro-2H-quinoxalin-1-yl)-8-methyl-2-[4-(4-methylpiperazin-1-yl)anilino]pyrido[2,3-d]pyrimidin-7-one